[F].FC(C#N)CCCC#N fluoroadiponitrile fluorine